1-[2-(5-chloro-2-fluorophenyl)-3-(pyridin-4-yl)-6,7-dihydropyrazolo[1,5-a]pyrazin-5(4H)-yl]prop-2-en-1-one ClC=1C=CC(=C(C1)C1=NN2C(CN(CC2)C(C=C)=O)=C1C1=CC=NC=C1)F